O(C1=CC=CC=C1)C(C(C(=O)N)(CC1=CC=CC=C1)N1CCCCC1)C phenoxypiperidinyl-benzyl-butyramide